barium barium [Ba].[Ba]